N-(3-chloro-5-(methylsulfonyl)phenyl)-1-(2-hydroxyethyl)-1H-pyrazole-4-carboxamide ClC=1C=C(C=C(C1)S(=O)(=O)C)NC(=O)C=1C=NN(C1)CCO